C1(CCCC1)NC1=NC(=NC=C1)NC1=C(C=C(C=C1)N1CCN(CC1)C)OC 4-(cyclopentylamino)-2-((2-methoxy-4-(4-methylpiperazin-1-yl)phenyl)amino)pyrimidine